(±)-3-(6-methoxypyridin-3-yl)-3-(3-(4-(5,6,7,8-tetrahydro-1,8-naphthyridin-2-yl)butyl)-1H-pyrazol-1-yl)propionic acid COC1=CC=C(C=N1)[C@@H](CC(=O)O)N1N=C(C=C1)CCCCC1=NC=2NCCCC2C=C1 |r|